methyl (R)-3-amino-1-(4-((6-amino-9H-purin-9-yl)methyl)-6-(3-fluorophenyl)pyridin-3-yl)piperidine-3-carboxylate N[C@]1(CN(CCC1)C=1C=NC(=CC1CN1C2=NC=NC(=C2N=C1)N)C1=CC(=CC=C1)F)C(=O)OC